ClC1=C(C(=O)N2COC3=C(C2)C=CC=C3C3=CC(=C(C(=O)O)C=C3F)N3C2COCC3CC2)C(=CC(=C1)N1CC(C1)N1[C@@H](COCC1)C)Cl 4-[3-[2,6-Dichloro-4-[3-[(3R)-3-methylmorpholin-4-yl]azetidin-1-yl]benzoyl]-2,4-dihydro-1,3-benzoxazin-8-yl]-5-fluoro-2-(3-oxa-8-azabicyclo[3.2.1]octan-8-yl)benzoic acid